r-(bicyclo[2.2.2]octane-1,4-diyl)bis(ethan-1-one) C12(CCC(CC1)(CC2)CC=O)CC=O